(((((((R)-1-(6-amino-9H-purin-9-yl) propan-2-yl) oxy) methyl) (phenoxy)-phosphoryl) oxy) methyl) benzoate C(C1=CC=CC=C1)(=O)OCOP(=O)(OC1=CC=CC=C1)CO[C@@H](CN1C2=NC=NC(=C2N=C1)N)C